FC(C1=CNC2=NC(=CC=C21)C=C2CC1(CN(C1)C(=O)OC(C)(C)C)C2)(F)F tert-butyl 6-[[3-(trifluoromethyl)-1H-pyrrolo[2,3-b]pyridin-6-yl]methylene]-2-azaspiro[3.3]heptane-2-carboxylate